tert-Butyl 4-[3-[3-[[2-chloro-6-[3-[3-[1-(trifluoromethyl)cyclopropyl]propoxy] pyrazol-1-yl]pyridine-3-carbonyl]sulfamoyl]pyrazol-1-yl]propyl]-2,2-dimethyl-pyrrolidine-1-carboxylate ClC1=NC(=CC=C1C(=O)NS(=O)(=O)C1=NN(C=C1)CCCC1CC(N(C1)C(=O)OC(C)(C)C)(C)C)N1N=C(C=C1)OCCCC1(CC1)C(F)(F)F